O=C1N(CC2=C(C=CC=C12)N1CCC(CC1)CN1CCC(CC1)CC1CCNCC1)C1C(NC(CC1)=O)=O 3-[1-oxo-4-[4-[[4-(4-piperidylmethyl)-1-piperidyl]methyl]-1-piperidyl]isoindolin-2-yl]piperidine-2,6-dione